FC1=CC=C(C=C1)C1=NN2C(N=CC(=C2)C(=O)C=2C=C(C=CC2O)S(=O)(=O)N)=C1 3-(2-(4-fluorophenyl)pyrazolo[1,5-a]pyrimidine-6-carbonyl)-4-hydroxybenzenesulfonamide